ammonium propionate C(CC)(=O)[O-].[NH4+]